ethyl (S)-3-(5-benzylthiophen-2-yl)-3-(3-(4-hydroxy-1-methyl-2-oxo-1,2-dihydropyridin-3-yl)ureido)propanoate C(C1=CC=CC=C1)C1=CC=C(S1)[C@H](CC(=O)OCC)NC(=O)NC=1C(N(C=CC1O)C)=O